4-[4-[4-[4-[[2-(2,4-Dichlorophenyl)-2-(1H-1,2,4-triazol-1-ylmethyl)-1,3-dioxolan-4-yl]methoxy]phenyl]-1-piperazinyl]phenyl]-2,4-dihydro-2-methyl-3H-1,2,4-triazol-3-one ClC1=C(C=CC(=C1)Cl)C1(OCC(O1)COC1=CC=C(C=C1)N1CCN(CC1)C1=CC=C(C=C1)N1C(N(N=C1)C)=O)CN1N=CN=C1